CN1N=CC(=C1)C=1C=C2N(N=CC=C2N2CC3CCC(C2)N3C3(COC3)CC#N)C1 2-[3-[3-[6-(1-methylpyrazol-4-yl)pyrrolo[1,2-b]pyridazin-4-yl]-3,8-diazabicyclo[3.2.1]oct-8-yl]oxetan-3-yl]acetonitrile